(3S)-oxa-pentan OCCCC